2,5-dioxopyrrolidin-1-yl 1-(trifluoromethyl)cyclopropanecarboxylate FC(C1(CC1)C(=O)ON1C(CCC1=O)=O)(F)F